7-chloro-5-(7-methoxy-6-(1-methyl-1H-pyrazol-4-yl)-3,4-dihydroquinolin-1(2H)-yl)-1,3-dimethyl-1,6-naphthyridin-2(1H)-one ClC1=NC(=C2C=C(C(N(C2=C1)C)=O)C)N1CCCC2=CC(=C(C=C12)OC)C=1C=NN(C1)C